C(=CCCC)N pentaenamine